{3-[1-(2-nitrophenyl)-1H-pyrrol-2-yl]-allylidene}-aminoguanidinium [N+](=O)([O-])C1=C(C=CC=C1)N1C(=CC=C1)C=CC=[N+]=C(NN)N